C(N)(OCC(C(N(CCO)CCO)C(C)(C)C)O)=O tert-butyl-[3-(bis(2-hydroxyethyl) amino)-2-hydroxypropyl] carbamate